(R)-2-methyl-N-((S)-1-(4-(((R)-tetrahydrofurane-3-yl)oxy)phenyl)ethyl)propane-2-sulfinamide CC(C)(C)[S@@](=O)N[C@@H](C)C1=CC=C(C=C1)O[C@H]1COCC1